BrC=1C=C2C(=CN(C2=CC1)CC(=O)N/N=C/C1=CC=C(C=C1)F)C1=N[C@H]([C@@H](NC1=O)C1=CC=CC=C1)C1=CC=CC=C1 2-(5-bromo-3-((5S,6S)-3-oxo-5,6-diphenyl-3,4,5,6-tetrahydropyrazin-2-yl)-1H-indol-1-yl)-N'-((E)-4-fluorobenzylidene)acethydrazide